C1(CCCCC1)N(C(C=C)=O)CCC N-cyclohexyl-N-propylacrylamide